FC1=CC(=CC=2S(CCOCC21)=O)C(=O)O 6-fluoro-2,3-dihydro-5H-benzo[e][1,4]Oxathiepine-8-carboxylic acid 1-oxide